4-[(2-chloro-6-fluorophenyl)methyl]-3-(3,4-dihydro-2H-1,4-benzoxazin-4-ylmethyl)-4,5-dihydro-1,2,4-oxadiazol-5-one ClC1=C(C(=CC=C1)F)CN1C(=NOC1=O)CN1CCOC2=C1C=CC=C2